N-(5-cyano-6-(2H-1,2,3-triazol-2-yl)pyridin-3-yl)-1-(1-oxo-1,2-dihydroisoquinolin-5-yl)-5-(trifluoromethyl)-1H-pyrazole-4-carboxamide C(#N)C=1C=C(C=NC1N1N=CC=N1)NC(=O)C=1C=NN(C1C(F)(F)F)C1=C2C=CNC(C2=CC=C1)=O